1,1,2,3,3-pentafluoro-3-iodo-1-propene FC(=C(C(I)(F)F)F)F